tert-butyl {(3S)-1-[5-({[2-(2,6-difluorophenyl)-1,3-thiazol-4-yl]carbonyl}amino)-1-(phenylsulfonyl)-1H-pyrrolo[2,3-b]pyridin-4-yl]piperidin-3-yl}carbamate FC1=C(C(=CC=C1)F)C=1SC=C(N1)C(=O)NC=1C(=C2C(=NC1)N(C=C2)S(=O)(=O)C2=CC=CC=C2)N2C[C@H](CCC2)NC(OC(C)(C)C)=O